(E)-1H-pyrazole N1N=CC=C1